ClC1=CC=C(N=N1)C(C(=O)N)O[C@@H]1[C@H]([C@H]([C@H](O[C@@]12CCCO2)CO)O)N2N=NC(=C2)C2=CC(=C(C(=C2)F)F)F (6-chloropyridazin-3-yl)-2-(((5s,7r,8r,9s,10r)-8-hydroxy-7-(hydroxymethyl)-9-(4-(3,4,5-trifluorophenyl)-1H-1,2,3-triazol-1-yl)-1,6-dioxaspiro[4.5]dec-10-yl)oxy)acetamide